O=C1N(C(CC1)=O)OC(CCC(SSC1=NC=CC=C1)C1CC1)=O 4-cyclopropyl-4-(pyridin-2-yldisulfanyl)butanoic acid 2,5-dioxopyrrolidin-1-yl ester